COC1=NC(=CC(=C1)C(=C)C=1C=CC(=C(C1)O)OC)OC 5-[1-(2,6-dimethoxypyridine-4-yl)vinyl]-2-methoxyphenol